C(C)(C)(C)C=1C=C(NN1)NC(=O)NC1=CC=C(C=C1)N1C=NC2=C1C=CC(=C2)OCCOCCOCC#CC2=C1C(N(C(C1=CC=C2)=O)C2C(NC(CC2)=O)=O)=O 1-(5-Tert-butyl-2H-pyrazol-3-yl)-3-(4-{5-[2-(2-{3-[2-(2,6-dioxopiperidin-3-yl)-1,3-dioxo-2,3-dihydro-1H-isoindol-4-yl]-prop-2-ynyloxy}-ethoxy)-ethoxy]-benzoimidazol-1-yl}-phenyl)-urea